[Na].[Na].O=C[C@@H](O)[C@@H](O)[C@H](O)[C@H](O)CO D-mannose disodium salt